2,2-dimethyl-5-(3-methylbicyclo[1.1.1]pentan-1-yl)-5-oxopentanal CC(C=O)(CCC(=O)C12CC(C1)(C2)C)C